O1C(OCC=CC1)=O 4,7-dihydro-1,3-dioxepin-2-one